CO\N=C\C(=O)OC methyl (E)-2-methoxyiminoacetate